O1C2(OCC1)[C@@H]1C[C@@H](C[C@@H]1C2)CC(=O)O 2-((1R,3R,5R)-spiro[bicyclo[3.2.0]heptane-6,2'-[1,3]dioxolan]-3-yl)acetic acid